S1C=CC2=NN3C(C(OCC3)CNC(OC(C)(C)C)=O)=C21 tert-butyl ((7,9-dihydro-6H-thieno[3',2':3,4]pyrazolo[5,1-c][1,4]oxazin-9-yl)methyl)carbamate